BrC1=C(C=C2C(=NC=NC2=C1F)O)Cl 7-bromo-6-chloro-8-fluoroquinazolin-4-ol